5-(methylsulfamoyl)-2-[3-(trifluoromethyl)phenoxy]benzoic acid CNS(=O)(=O)C=1C=CC(=C(C(=O)O)C1)OC1=CC(=CC=C1)C(F)(F)F